[K].C(C)OC(C([N+](=O)[O-])[N+](=O)[O-])=O 2,2-dinitroacetic acid ethyl ester potassium salt